N2-(3-(3-(cyclobutyl(methyl)amino)propoxy)-4-methoxyphenyl)-N4,6-dimethylpyrimidine-2,4-diamine C1(CCC1)N(CCCOC=1C=C(C=CC1OC)NC1=NC(=CC(=N1)NC)C)C